COC1=CC2=C(OCCN2)C=C1N1N=CC=2C=NC(=CC21)C=2C=NN1C2N=CC=C1 1-(6-methoxy-3,4-dihydro-2H-benzo[b][1,4]oxazin-7-yl)-6-(pyrazolo[1,5-a]pyrimidin-3-yl)-1H-pyrazolo[4,3-c]pyridin